1-(4-(4-Methyl-2-(2,4,5-trifluoro-3-hydroxyphenyl)thiazole-5-carbonyl)piperazin-1-yl)ethan-1-one tert-butyl-2,5-diazabicyclo[2.2.2]octane-2-carboxylate C(C)(C)(C)OC(=O)N1C2CNC(C1)CC2.CC=2N=C(SC2C(=O)N2CCN(CC2)C(C)=O)C2=C(C(=C(C(=C2)F)F)O)F